FC1=C(C(=O)N)C(=CC=C1)C1=C2C=CN=CC2=CC=C1 2-fluoro-6-(5-isoquinolinyl)benzamide